(3R,4R)-2,4-DIMETHYLHEPT-6-EN-3-OL CC(C)[C@H]([C@@H](CC=C)C)O